N-[4-[4-(4-methylpiperazin-1-yl)phenoxy]-6-(o-tolyl)-5-(trifluoromethyl)-2-pyridyl]benzenesulfonamide CN1CCN(CC1)C1=CC=C(OC2=CC(=NC(=C2C(F)(F)F)C2=C(C=CC=C2)C)NS(=O)(=O)C2=CC=CC=C2)C=C1